Methyl 3-(2-hydroxyethoxy)propanoate {methyl 3-(2-hydroxyethoxy)propanoate} CC(C(=O)O)COCCO.OCCOCCC(=O)OC